CC(CCC(CC)O)O 2,5-heptanediol